C1(=CC=CC=C1)C(=O)C=1N(C(=CN1)C1=CC=CC=C1)C1=CC(=CC=C1)C(F)(F)F phenyl(5-phenyl-1-(3-(trifluoromethyl)phenyl)-1H-imidazol-2-yl)methanone